1,5-diethyl (2S)-2-aminopentanedioate hydrochloride Cl.N[C@H](C(=O)OCC)CCC(=O)OCC